FC1=CC(=C(C(=O)NC2=C(C=C(C(=C2)C=2C=NC(=NC2)N2C[C@H](N([C@H](C2)C)C)C)F)N2C[C@H](N([C@H](C2)C)C)C)C=C1)C(F)(F)F 4-fluoro-N-[4-fluoro-2-[(3R,5S)-3,4,5-trimethylpiperazin-1-yl]-5-[2-[(3R,5S)-3,4,5-trimethylpiperazin-1-yl]pyrimidin-5-yl]phenyl]-2-(trifluoromethyl)benzamide